C(C(C)(C)C)OC(CCC)=O.C(#N)C=1C=NC2=CC(=C(C=C2C1NCC1=CC=C(C=C1)S(=O)(=O)N)OC)OC 4-(((3-cyano-6,7-dimethoxyquinolin-4-yl)amino)methyl)benzenesulfonamide neo-amyl-n-butyrate